2-(dimethylamino)-2-phenylpropanoate CN(C(C(=O)[O-])(C)C1=CC=CC=C1)C